5-(aminomethyl)furan NCC1=CC=CO1